(3-(3-([1,1'-biphenyl]-4-yl)-4-oxo-3,4-dihydro-phthalazin-1-yl)phenyl)ethylsulphonamide C1(=CC=C(C=C1)N1N=C(C2=CC=CC=C2C1=O)C=1C=C(C=CC1)CCS(=O)(=O)N)C1=CC=CC=C1